C(OCCC(C)C)(OCCC(C)C)=O Diisopentyl carbonate